FC1=C(C(=CC=2SC(=CC21)C(C=C)=O)OC)O 1-(4-Fluoro-5-hydroxy-6-methoxybenzo[b]thiophen-2-yl)prop-2-en-1-one